6-(4-(2,2-Dimethoxyethyl)piperidin-1-yl)-3-formylbenzofuran-2-carboxylic acid COC(CC1CCN(CC1)C1=CC2=C(C(=C(O2)C(=O)O)C=O)C=C1)OC